1-cyclohexyl-methanamine C1(CCCCC1)CN